C(C)ON=C1C2=C(NC=N1)NC=C2 1,7-dihydro-4H-pyrrolo[2,3-d]pyrimidin-4-one O-ethyl oxime